5-(1,3-dioxolan-2-yl)-2-fluoropyridine O1C(OCC1)C=1C=CC(=NC1)F